FC1=C(C=CC(=C1)C(F)(F)F)NC1CC2(CNC2)C1 N-[2-fluoro-4-(trifluoromethyl)phenyl]-2-azaspiro[3.3]heptane-6-amine